tert-butyl (E)-2-(3-(thien-2-yl) acryloyl)-2,7-diazaspiro[3.5]nonane-7-carboxylate S1C(=CC=C1)/C=C/C(=O)N1CC2(C1)CCN(CC2)C(=O)OC(C)(C)C